C(C)(=O)N1CCC2(CC2C(=O)O)CC1 6-acetyl-6-azaspiro[2.5]octane-1-carboxylic acid